(R)-5-methyl-6-(methyl-(pyrrolidin-3-yl)amino)-N-(thiazol-4-yl)pyridine-3-sulfonamide trifluoroacetate FC(C(=O)O)(F)F.CC=1C=C(C=NC1N([C@H]1CNCC1)C)S(=O)(=O)NC=1N=CSC1